2,7-Dichloro-8-fluoro-4-((1S,7R,8S)-8-fluoro-2-azabicyclo[5.1.0]oct-4-en-2-yl)pyrido[4,3-d]pyrimidine ClC=1N=C(C2=C(N1)C(=C(N=C2)Cl)F)N2[C@@H]1[C@H]([C@@H]1CC=CC2)F